N1CC(CCC1)C(C)O 1-(3-piperidyl)ethanol